C([C@@H]([C@@H]([C@@H](COP(=O)(O)O)O)O)O)O The molecule is the 5-phospho derivative of D-ribitol. It derives from a ribitol. It is a conjugate acid of a D-ribitol 5-phosphate(2-).